(E)-7-(6-(2-(5-cyclopropyl-3-(2,6-dichlorophenyl)isoxazol-4-yl)vinyl)-3-azabicyclo[3.1.0]hex-3-yl)isoquinoline-3-carboxylic acid C1(CC1)C1=C(C(=NO1)C1=C(C=CC=C1Cl)Cl)/C=C/C1C2CN(CC12)C1=CC=C2C=C(N=CC2=C1)C(=O)O